5-(trifluoromethyl)pyrimidin-2(1H)-one FC(C=1C=NC(NC1)=O)(F)F